The molecule is a tripeptide composed of L-lysine, L-glutamic acid and L-threonine joined in sequence by peptide linkages. It derives from a L-lysine, a L-glutamic acid and a L-threonine. C[C@H]([C@@H](C(=O)O)NC(=O)[C@H](CCC(=O)O)NC(=O)[C@H](CCCCN)N)O